C(C)N1C(NC(=CC1=O)N(C(C1=CC=CC=C1)=O)C)=O N-(1-ethyl-2,6-dioxo-1,2,3,6-tetrahydropyrimidin-4-yl)-N-methylbenzamide